FC1([C@@H]2CNC[C@H]12)CC(=O)OC methyl 2-((1R,5S,6r)-6-fluoro-3-azabicyclo[3.1.0]hexan-6-yl)acetate